ClC=1C=C(C=CC1OCC1=NC=CC=C1)NC=1C2=C(N=CN1)NC=C2C2C(CN(CC2)C(C=C)=O)(C)C 1-(4-(4-((3-chloro-4-(pyridin-2-ylmethoxy)phenyl)amino)-7H-pyrrolo[2,3-d]pyrimidin-5-yl)-3,3-dimethylpiperidin-1-yl)prop-2-en-1-one